(7R,8R,9S,13S,14S,17S)-3-hydroxy-13-methyl-7-(9-((4,4,5,5,5-pentafluoropentyl)sulfinyl)nonyl)-7,8,9,11,12,13,14,15,16,17-decahydro-6H-cyclopenta[a]phenanthrene OC=1C=CC=2[C@H]3CC[C@@]4(CCC[C@H]4[C@H]3[C@@H](CC2C1)CCCCCCCCCS(=O)CCCC(C(F)(F)F)(F)F)C